BrC1=CC=CC(=N1)OC 6-Bromo-2-methoxypyridin